COC1(COCC1)C=1C=C(C=NC1)N1C=CC2=C1N=C(N=C2)NC(OC(C)(C)C)=O tert-butyl (7-(5-(3-methoxytetrahydrofuran-3-yl)pyridin-3-yl)-7H-pyrrolo[2,3-d]pyrimidin-2-yl)carbamate